ClC=1C(=C2C(N(CN(C2=CC1)C1=C(C=C(C=C1)F)C)C1=C(NC(C=C1)=O)C)=O)F 6-chloro-5-fluoro-1-(4-fluoro-2-methylphenyl)-3-(2-methyl-6-oxo-1,6-dihydropyridin-3-yl)-2,3-dihydroquinazolin-4(1H)-one